FC=1C(C#N)=CC(CC1)=CC1OC(C2=CC=CC=C12)=O 2-fluoro-5-(3-oxo-3H-isobenzofuran-1-yl-methylene)benzonitrile